CC1=NC(=NS1)NC(O[C@H]1[C@H](NC[C@@H]1O)CC1=CC=C(C=C1)OC)=O (2R,3S,4S)-4-hydroxy-2-[(4-methoxyphenyl)methyl]pyrrolidin-3-yl N-(5-methyl-1,2,4-thiadiazol-3-yl)carbamate